[N+](=O)([O-])C1=CC=C(C=C1)C1=C(C=O)OC=C1 (p-nitrophenyl)furfural